N[C@@H](CN)C1(CCC1)C (R)-2-amino-2-(1-methylcyclobutyl)-ethylamine